2-(6-chloropyridin-3-yl)acrylic acid ClC1=CC=C(C=N1)C(C(=O)O)=C